octamethylcopper C[Cu](C)(C)(C)(C)(C)(C)C